2-(2,5-dimethyl-1,3-oxazole-4-carbonyl)-8,8-dimethyl-7-oxo-2-azaspiro[3.5]non-5-ene-6-carbonitrile CC=1OC(=C(N1)C(=O)N1CC2(C1)C=C(C(C(C2)(C)C)=O)C#N)C